C(C)NC(=O)C1=CC(=NC(=C1)C=1N=NN(C1)C=1C(=C(C(=O)O)C=CC1)C(F)(F)F)C=1N=NN(C1)C=1C(=C(C(=O)O)C=CC1)C(F)(F)F 5'-((4-(ethylcarbamoyl)pyridin-2,6-diyl)bis(1H-1,2,3-triazol-4,1-diyl))bis(2-(trifluoromethyl)benzoic acid)